4-[3-({5-[(1R,4R,7R)-7-amino-2-azabicyclo[2.2.1]heptane-2-carbonyl]-2-[1-(cyclopropylmethyl)-1H-indol-2-yl]-1H-1,3-benzodiazol-1-yl}methyl)azetidine-1-carbonyl]benzonitrile N[C@H]1[C@@H]2N(C[C@H]1CC2)C(=O)C2=CC1=C(N(C(=N1)C=1N(C3=CC=CC=C3C1)CC1CC1)CC1CN(C1)C(=O)C1=CC=C(C#N)C=C1)C=C2